Deca-3-ene CCC=CCCCCCC